ClC=1C(=CC(NN1)=O)O 6-chloro-5-hydroxypyridazin-3(2H)-one